[N-](S(=O)(=O)C(F)(F)F)S(=O)(=O)C(F)(F)F.C(=C)C(C1=CC=CC=C1)[N+](CC)(C)C (vinylbenzyl)dimethylethylammonium bistrifluoromethanesulfonimide